FC(N1N=CC(=C1)C1=NN=C(O1)C(=O)N1[C@@H](C2=C(CC1)NC=N2)C2=NN1C(C(=CC=C1)OC(F)(F)F)=C2)F (S)-(5-(1-(difluoromethyl)-1H-pyrazol-4-yl)-1,3,4-oxadiazol-2-yl)(4-(4-(trifluoromethoxy)pyrazolo[1,5-a]pyridin-2-yl)-6,7-dihydro-1H-imidazo[4,5-c]pyridin-5(4H)-yl)methanone